1-(4-aminophenyl)cyclopropanecarbonitrile NC1=CC=C(C=C1)C1(CC1)C#N